2-[3,5-bis(difluoromethyl)-1H-pyrazole-1-yl]-1-[4-(4-{5-[2-fluoro-6-(prop-2-yn-1-yloxy)phenyl]-4,5-dihydro-1,2-oxazol-3-yl}-1,3-thiazol-2-yl)piperidin-1-yl]ethanone FC(C1=NN(C(=C1)C(F)F)CC(=O)N1CCC(CC1)C=1SC=C(N1)C1=NOC(C1)C1=C(C=CC=C1OCC#C)F)F